CC1C(CNCC1)C(=O)OC methyl 4-methylpiperidine-3-carboxylate